2-(benzo[d][1,3]dioxol-5-yl)-6-methoxyquinoline O1COC2=C1C=CC(=C2)C2=NC1=CC=C(C=C1C=C2)OC